ClC1=CNC=2N=C(C=C(C21)NCCS(=O)(=O)C)NC2=C(C=C(C=C2)S(=O)(=O)N2CCOCC2)OC 3-chloro-N6-(2-methoxy-4-(morpholinosulfonyl)phenyl)-N4-(2-(methylsulfonyl)ethyl)-1H-pyrrolo[2,3-b]pyridine-4,6-diamine